(S)-3-(5-(4-((1-(4-((3R,4S)-7-hydroxy-3-(2-isopropylphenyl)isochroman-4-yl)phenyl)piperidin-4-yl)methyl)piperazin-1-yl)-1-oxoisoindolin-2-yl)piperidine-2,6-dione OC1=CC=C2[C@@H]([C@@H](OCC2=C1)C1=C(C=CC=C1)C(C)C)C1=CC=C(C=C1)N1CCC(CC1)CN1CCN(CC1)C=1C=C2CN(C(C2=CC1)=O)[C@@H]1C(NC(CC1)=O)=O